C(CCCCC(=O)O)(=O)O.C(C1=CC=CC=C1)N Benzylamine adipate salt